2-(3-fluorophenyl)-1H-benzimidazole FC=1C=C(C=CC1)C1=NC2=C(N1)C=CC=C2